C(C)(C)(C)C=1C=C(C=CC1)O 3-tert-butylphenol